2-(4-(4-cyanobenzoyl)piperazin-1-yl)-N-(5-(4-fluorophenoxy)pyridin-2-yl)propanamide C(#N)C1=CC=C(C(=O)N2CCN(CC2)C(C(=O)NC2=NC=C(C=C2)OC2=CC=C(C=C2)F)C)C=C1